(3-methyl-3,8-diazabicyclo[3.2.1]octan-8-yl)(3-(quinoxalin-6-yl)-1H-pyrrolo[2,3-b]pyridin-5-yl)methanone CN1CC2CCC(C1)N2C(=O)C=2C=C1C(=NC2)NC=C1C=1C=C2N=CC=NC2=CC1